8-((5-hydroxy-8-methoxy-2,2-dimethyl-7-(3-methylbut-2-en-1-yl)-6-oxo-2H,6H-pyrano[3,2-B]xanthen-9-yl)oxy)octanoic acid OC1=C2C(=CC=3OC=4C=C(C(=C(C4C(C13)=O)CC=C(C)C)OC)OCCCCCCCC(=O)O)OC(C=C2)(C)C